[Si](C)(C)(C(C)(C)C)O[C@@H](COC1=NC=C(C=C1Cl)[N+](=O)[O-])C (R)-2-(2-((tert-butyldimethylsilyl)oxy)propoxy)-3-chloro-5-nitropyridine